P([O-])([O-])[O-].[La+3].[Ce+3].P([O-])([O-])[O-] cerium lanthanum phosphite